4-(6-(((2'-hydroxy-[1,1'-biphenyl]-4-yl)methyl)amino)-9-isopropyl-9H-purin-2-yl)piperazine-1-carboxylic acid tert-butyl ester C(C)(C)(C)OC(=O)N1CCN(CC1)C1=NC(=C2N=CN(C2=N1)C(C)C)NCC1=CC=C(C=C1)C1=C(C=CC=C1)O